COC(=O)C1=NNC2=C1C=NC=C2 1H-pyrazolo[4,3-c]Pyridine-3-carboxylic acid methyl ester